[N+](=O)([O-])[O-].C(CCCCCCC)[NH2+]CCCCCCCCCCCC octyl-dodecyl-ammonium nitrate